C(CCCCC)S(=O)(=O)O hexane-1-sulphonic acid